C(C)(C)(C)OC(N[C@H](C(=O)N1[C@H]2C[C@H]2C[C@H]1C#N)C12CC3(C[C@@H](CC(C1)C3)C2)OCCOCCO)=O ((1S)-2-((1S,3S,5S)-3-cyano-2-azabicyclo[3.1.0]hexane-2-yl)-1-((1S,3r,5S)-3-(2-(2-hydroxyethoxy)ethoxy)adamantan-1-yl)-2-oxoethyl)carbamic acid tert-butyl ester